C(#N)CCCC(C(=O)OCC)(F)F Ethyl 5-cyano-2,2-difluoropentanoate